COC1(CCCC1)OC=1C=C(C=C(C1C1=C(C=CC(=C1)C)C(=C)C)O)CCCCC 6-((1-methoxycyclopentyl)oxy)-5'-methyl-4-pentyl-2'-(prop-1-en-2-yl)-[1,1'-biphenyl]-2-ol